C(C)(C)(C)N1[C@H](CCC1)C(F)F tert-butyl-(2R)-2-(difluoromethyl)pyrrolidine